((4-((S)-2-(5-chloropyridin-2-yl)-2-methylbenzo[d][1,3]dioxol-4-yl)piperidin-1-yl)methyl)-7-fluoro-1-(((S)-oxetan-2-yl)methyl)-1H-benzo[d]imidazole-5-carbonitrile ClC=1C=CC(=NC1)[C@@]1(OC2=C(O1)C=CC=C2C2CCN(CC2)CC2=NC1=C(N2C[C@H]2OCC2)C(=CC(=C1)C#N)F)C